4-amino-N-(bicyclo[1.1.1]pentan-1-yl)-N-(5-(trifluoromethyl)-2,3-dihydro-1H-inden-1-yl)imidazo[1,5-a]quinoxaline-8-carboxamide NC=1C=2N(C3=CC(=CC=C3N1)C(=O)N(C1CCC3=CC(=CC=C13)C(F)(F)F)C13CC(C1)C3)C=NC2